7-((4,6-Dimethyl-2-oxo-1,2-dihydropyridin-3-yl)methyl)-4-fluoro-2-(4-(3-methoxyazetidin-1-yl)cyclohexyl)-2,9-dimethyl-2,3,6,7-tetrahydrofurano[3,2-g]isoquinolin-8(5H)-one CC1=C(C(NC(=C1)C)=O)CN1C(C2=C(C3=C(C(=C2CC1)F)CC(O3)(C)C3CCC(CC3)N3CC(C3)OC)C)=O